N-(4-methyl-3-(2-(methylamino)-8,9-dihydroimidazo[1',2':1,6]pyrido[2,3-d]pyrimidin-6-yl)phenyl)-2-(trifluoromethyl)benzenesulfonamide CC1=C(C=C(C=C1)NS(=O)(=O)C1=C(C=CC=C1)C(F)(F)F)C1=CC2=C(N=C(N=C2)NC)N2C1=NCC2